Tert-butyl N-[3-[4-[[1-[1-(2,6-dioxo-3-piperidyl)-5-fluoro-3-methyl-2-oxo-benzimidazol-4-yl]-4-piperidyl]methyl]piperazin-1-yl]cyclobutyl]carbamate O=C1NC(CCC1N1C(N(C2=C1C=CC(=C2N2CCC(CC2)CN2CCN(CC2)C2CC(C2)NC(OC(C)(C)C)=O)F)C)=O)=O